C(=O)C1=C(N(C(=C1)C)C1=CC=C(OCC(=O)O)C=C1)C [4-(3-formyl-2,5-dimethyl-1H-pyrrole-1-yl)phenoxy]acetic acid